1-(5-tert-butylisoxazol-3-yl)-3-(4-(1-(2-bromo-4-(2-morpholinoethoxy)phenyl)-1H-1,2,3-triazol-4-yl)phenyl)urea C(C)(C)(C)C1=CC(=NO1)NC(=O)NC1=CC=C(C=C1)C=1N=NN(C1)C1=C(C=C(C=C1)OCCN1CCOCC1)Br